Cl.CC1CCNCC1 4-methylpiperidine hydrochloride